BrC=1N=NN(C1NC(O[C@H](C)C=1C(=NC=CC1)Cl)=O)C (R)-1-(2-chloropyridin-3-yl)ethyl (4-bromo-1-methyl-1H-1,2,3-triazol-5-yl)carbamate